7-oxo-7H-benzimidazolo[2,1-a]benzo[de]isoquinoline-3,4-dicarboxylic acid O=C1N2C(C=3C=CC(=C4C3C1=CC=C4C(=O)O)C(=O)O)=NC4=C2C=CC=C4